(3ξ)-3-fluoro-1-azaspiro[4.4]nonane FC1CNC2(C1)CCCC2